CC(C#C)(CCC=C(CCC=C(C)C)C)O 3,7,11-trimethyldodec-6,10-dien-1-yn-3-ol